(S)-3-(2-((2-(4-cyanophenyl)propyl)amino)-2-phenylacetyl)-N-ethylpyrazolo[1,5-a]pyridine-6-carboxamide C(#N)C1=CC=C(C=C1)C(CN[C@H](C(=O)C=1C=NN2C1C=CC(=C2)C(=O)NCC)C2=CC=CC=C2)C